F[C@@H]1C[C@@]12C[C@@]1(CCC(N1C2)=O)C([2H])([2H])O (1R,2R,7a'S)-2-fluoro-7a'-(hydroxymethyl-d2)tetrahydro-3'H,5'H-spiro[cyclopropane-1,2'-pyrrolizin]-5'-one